2-(1-((benzyloxy)carbonyl)-4,4-difluoropiperidin-3-yl)-5-methoxypyrazine 1-oxide C(C1=CC=CC=C1)OC(=O)N1CC(C(CC1)(F)F)C1=[N+](C=C(N=C1)OC)[O-]